C(C=C)C1=CC(=C(OC(C(O)C2=CC(=C(C=C2)OC)OC)C)C(=C1)OC)OC 2-(4-allyl-2,6-dimethoxyphenoxy)-1-(3,4-dimethoxyphenyl)-1-propanol